(2-morpholinoethyl)-pentanamide monooxalate C(C(=O)O)(=O)O.O1CCN(CC1)CCC(C(=O)N)CCC